N-[[4-[6-(4-benzyloxy-3,3-difluoro-butyl)pyrrolo[2,1-f][1,2,4]triazin-4-yl]-2-methyl-phenyl]methyl]-5-tert-butyl-1,2,4-oxadiazole-3-carboxamide C(C1=CC=CC=C1)OCC(CCC=1C=C2C(=NC=NN2C1)C1=CC(=C(C=C1)CNC(=O)C1=NOC(=N1)C(C)(C)C)C)(F)F